N-ethyl-2-(3-(4-((3-fluorooxetan-3-yl)methoxy)phenyl)-6-oxopyridazin-1(6H)-yl)acetamide C(C)NC(CN1N=C(C=CC1=O)C1=CC=C(C=C1)OCC1(COC1)F)=O